C(C1=CC=CC=C1)OC=1C=C(C(=O)O[C@H]2[C@@H](OC3=CC(=CC(=C3C2)OCC2=CC=CC=C2)OCC2=CC=CC=C2)C2=CC(=C(C(=C2)OCC2=CC=CC=C2)OCC2=CC=CC=C2)OCC2=CC=CC=C2)C=C(C1OCC1=CC=CC=C1)F (2S,3R)-5,7-bis(benzyloxy)-2-(3,4,5-tris(benzyloxy)phenyl)chroman-3-yl 3,4-bis(benzyloxy)-5-fluorobenzoate